6-(3-(2-(1-(2-bromo-4-fluorophenyl)cyclopropoxy)acetyl)-3,8-diazabicyclo[3.2.1]octan-8-yl)nicotinonitrile BrC1=C(C=CC(=C1)F)C1(CC1)OCC(=O)N1CC2CCC(C1)N2C2=NC=C(C#N)C=C2